BrC=1C=C(C=NC1)O[C@H](CCO)C (3S)-3-[(5-bromopyridin-3-yl)oxy]butan-1-ol